FC(C(=O)O)(F)F.FC(C(=O)O)(F)F.NC1=CC=C(C(=N1)C)CNC([C@H](C)NC(=O)C1NCC(C1)CC1=CC(=CC(=C1)C(F)(F)F)C(F)(F)F)=O N-((S)-1-(((6-amino-2-methylpyridin-3-yl)methyl)amino)-1-oxopropan-2-yl)-4-(3,5-bis(trifluoromethyl)benzyl)pyrrolidine-2-carboxamide di-trifluoroacetate